tert-butyl 4-((6-chloropyridin-3-yl)methyl)-3,3-dimethylpiperazine-1-carboxylate ClC1=CC=C(C=N1)CN1C(CN(CC1)C(=O)OC(C)(C)C)(C)C